FC1(CN(CC1)C(=O)C1CN(CC1)C(=O)C=1C=C(CC2=NNC(C3=CC=CC=C23)=O)C=CC1F)F 4-(3-(3-(3,3-difluoropyrrolidine-1-carbonyl)pyrrolidine-1-carbonyl)-4-fluorobenzyl)phthalazin-1(2H)-one